ClC=1C=C(N=NC1)N1C(N([C@H](C1)C#N)C1=CN=CC2=CC=CC=C12)=O (R)-1-(5-chloropyridazin-3-yl)-3-(isoquinolin-4-yl)-2-oxoimidazolidine-4-carbonitrile